N-nitroso-N-(1-naphthyl)hydroxylamine N(=O)N(O)C1=CC=CC2=CC=CC=C12